BrC1=C(C=C(O[C@H](CCC2CCN(CC2)C(=O)OC(C)(C)C)C)C=C1)C tert-butyl 4-[(3S)-3-(4-bromo-3-methyl-phenoxy)butyl]piperidine-1-carboxylate